4-(2-phenylethenyl)phenylalanine C1(=CC=CC=C1)C=CC1=CC=C(C[C@H](N)C(=O)O)C=C1